C(C)(=O)OC1C(OC(C(C1OC(C)=O)OC(C)=O)Br)C(=O)OC methyl 3,4,5-tris(acetyloxy)-6-bromooxane-2-carboxylate